N-(6-aminogalactosyl)glycine NC([C@@H]1[C@@H]([C@@H]([C@H](C(O1)NCC(=O)O)O)O)O)O